1,3-bis(diphenylphosphino)ferrocene dichloride [Cl-].[Cl-].C1(=CC=CC=C1)P([C-]1C=C(C=C1)P(C1=CC=CC=C1)C1=CC=CC=C1)C1=CC=CC=C1.[CH-]1C=CC=C1.[Fe+2]